FC(C1=CC=C(C=C1)C=1CCCC2=C(C1C1=CC=C(C=C1)CC1CN(C1)CCCF)C=CC=C2)F 8-(4-(Difluoromethyl)phenyl)-9-(4-((1-(3-fluoropropyl)azetidin-3-yl)methyl)phenyl)-6,7-dihydro-5H-benzo[7]annulen